C(#N)C=1C=NN(C1)C[C@H](C(=O)OCC1=CC=CC=C1)OC(NC1=C2CCCC2=CC=2CCCC12)=O Benzyl (2R)-3-(4-cyano-1H-pyrazol-1-yl)-2-{[(1,2,3,5,6,7-hexahydro-s-indacen-4-yl)-carbamoyl]oxy}propanoate